Sodium oxide aluminum [Al+3].[O-2].[Na+].[O-2]